ClC=1C(N(C2=C(N1)C(=NC=C2)C2=CC=NN2)C=2C=NN(C2)C)=O 3-chloro-1-(1-methyl-1H-pyrazol-4-yl)-5-(1H-pyrazol-5-yl)pyrido[3,4-b]pyrazin-2(1H)-one